1-cyclopropyl-3-methyl-1H-pyrazolo[4,3-b]pyridine-5,7-diol C1(CC1)N1N=C(C2=NC(=CC(=C21)O)O)C